2,3,4,6-tetratrimethylsilyl-alpha-D-glucopyranose bromide [Br-].C[Si]([C@@]1([C@@H](O)O[C@@H]([C@]([C@@]1(O)[Si](C)(C)C)(O)[Si](C)(C)C)C(O)[Si](C)(C)C)O)(C)C